Cl.NC[C@@H]1CN(CC1)CC1=CC(=C(C#N)C=C1OCC)Cl (R)-4-((3-(aminomethyl)pyrrolidin-1-yl)methyl)-2-chloro-5-ethoxybenzonitrile hydrochloride